C1NC(C2(C3=CC=CC=C13)CCC2)=O 1',2'-dihydro-3'H-spiro[cyclobutane-1,4'-isoquinoline]-3'-one